COC(CC1=C(C=C(C(=C1)F)Br)F)=O 2-(4-bromo-2,5-difluoro-phenyl)acetic acid methyl ester